CC=1C=C(C=CC1)PC1=CC(=CC=C1)C bis(3-methyl-phenyl)phosphine